CC1C(OC(=O)O1)F fluoropropylene carbonate